normal hexene C=CCCCC